3-(4,4,5,5-Tetramethyl-1,3,2-dioxaborolan-2-yl)pyrazolo[1,5-a]pyrimidine-6-carbonitrile CC1(OB(OC1(C)C)C=1C=NN2C1N=CC(=C2)C#N)C